CC1=CCC2(C(C1)C)CCCC(C2OC(C)=O)(C)C acetic acid (3,5,10,10-tetramethylspiro[5.5]undec-2-en-11-yl) ester